CN(CCC1=CC=C(C(=O)Cl)C=C1)C 4-[2-(dimethylamino)ethyl]benzoyl chloride